(E)-1-methyl-N-(1-methylpyrazol-4-yl)piperidin-3-amine CN1CC(CCC1)NC=1C=NN(C1)C